C(C)(C)(C)OC(=O)N1CC=C(CC1)C1=CC=C(C=C1)CN1C=CC2=CC(=CC=C12)N1N=C(C=C1C)C(N)=O 4-(4-((5-(3-carbamoyl-5-methyl-1H-pyrazol-1-yl)-1H-indol-1-yl)methyl)phenyl)-5,6-dihydropyridine-1(2H)-carboxylic acid tert-butyl ester